C(CCC)N1C2=C(C3=CC=CC=C13)C=C(N=C2C)C=O 9-butyl-1-methyl-9H-pyrido[3,4-b]indole-3-carbaldehyde